COC(CCCC1CCNCC1)OC 4-(4,4-dimethoxybutyl)piperidine